C(C)C1=CC=C(C=C1)CC/C=C/C1OC2=CC=CC=C2C(C1)=NO ((E)-4-(4-ethylphenyl)butenyl)chroman-4-one oxime